C1(=CC=CC=C1)C1=NC(=CC(=C1)C1=CC=C(C=C1)C1=C(C(=NC(=C1C1=CC=CC=C1)N1C=2C=CC=CC2C=2C3=C(C=CC12)C=CC=C3)N3C=1C=CC=CC1C=1C2=C(C=CC31)C=CC=C2)N2C=3C=CC=CC3C=3C1=C(C=CC23)C=CC=C1)C1=CC=CC=C1 7,7',7''-(4-(4-(2,6-diphenylpyridin-4-yl)phenyl)-5-phenylpyridine-2,3,6-triyl)tris(7H-benzo[c]carbazole)